(3R)-3-[(1S)-1-[(3-bromophenyl)methyl]-2-tert-butoxy-2-oxo-ethyl]pyrrolidine-1-carboxylic acid tert-butyl ester C(C)(C)(C)OC(=O)N1C[C@H](CC1)[C@@H](C(=O)OC(C)(C)C)CC1=CC(=CC=C1)Br